(R)-3-(1-((7-methoxy-2-methyl-6-(4-(piperazin-1-yl)piperidin-1-yl)quinazoline-4-yl)amino)ethyl)-2-methylbenzonitrile COC1=C(C=C2C(=NC(=NC2=C1)C)N[C@H](C)C=1C(=C(C#N)C=CC1)C)N1CCC(CC1)N1CCNCC1